(7S)-7-tert-butyl-N-[(1R)-3-[3-(hydroxymethyl)pyrrolidin-1-yl]-1-[4-(6-oxo-1H-pyridin-3-yl)phenyl]propyl]-5,6,7,8-tetrahydrothiazolo[5,4-b]quinoline-2-carboxamide C(C)(C)(C)[C@@H]1CC=2C=C3C(=NC2CC1)SC(=N3)C(=O)N[C@H](CCN3CC(CC3)CO)C3=CC=C(C=C3)C3=CNC(C=C3)=O